7,7-dimethyl-4',5',6,7-tetrahydro-3'H,4H-spiro[benzo[d]isoxazole-5,2'-furan] CC1(CC2(OCCC2)CC=2C=NOC21)C